C(C)(CC)NC1=CC(=NC=C1C#CC=1C=NN(C1)CCF)Cl N-(sec-butyl)-2-chloro-5-((1-(2-fluoroethyl)-1H-pyrazol-4-yl)ethynyl)pyridin-4-amine